6-(6-chloro-3-ethylsulfanyl-2-pyridyl)-2,2-difluoro-7-methyl-[1,3]dioxolo[4,5-f]benzimidazole ClC1=CC=C(C(=N1)C1=NC2=C(N1C)C=C1C(=C2)OC(O1)(F)F)SCC